1-(3-hydroxy-2-(hydroxymethyl)propyl)-1-(1-(1-oxo-1,2-dihydroisoquinolin-4-yl)ethyl)urea OCC(CN(C(=O)N)C(C)C1=CNC(C2=CC=CC=C12)=O)CO